L-alpha-hydroxybutyrate O[C@H](C(=O)[O-])CC